tert-butyl (S)-(1-(6-methylpyridin-3-yl) piperidin-3-yl)carbamate CC1=CC=C(C=N1)N1C[C@H](CCC1)NC(OC(C)(C)C)=O